L-alanyl-glutamic acid N[C@@H](C)C(=O)N[C@@H](CCC(=O)O)C(=O)O